(4,7-dichloro-6-(4-(piperazin-1-yl)phenyl)-2H-indazol-2-yl)-2-((R)-6-fluoro-6,7-dihydro-5H-pyrrolo[1,2-c]imidazol-1-yl)-N-(thiazol-2-yl)acetamide ClC=1C2=CN(N=C2C(=C(C1)C1=CC=C(C=C1)N1CCNCC1)Cl)C(C(=O)NC=1SC=CN1)C1=C2N(C=N1)C[C@@H](C2)F